CC1=NC(=CC=C1N1CCN(CC1)C(=O)OC(C)(C)C)C(NC1COC1)=O tert-butyl 4-(2-methyl-6-(oxetan-3-ylcarbamoyl)pyridin-3-yl)piperazine-1-carboxylate